6-(6-methoxy-5-{[3-(morpholine-4-carbonyl)cyclohexyl]-carbamoyl}pyridin-3-yl)-N-methyl-1H-indazole-3-carboxamide COC1=C(C=C(C=N1)C1=CC=C2C(=NNC2=C1)C(=O)NC)C(NC1CC(CCC1)C(=O)N1CCOCC1)=O